FC(C1=NC=CC=C1C1=CC=C(N=N1)NC1C[C@@H]2[C@@H](CN(C2)C([2H])([2H])C2CCOCC2)C1)F (3aR,5s,6aS)-N-(6-(2-(difluoromethyl)pyridin-3-yl)pyridazin-3-yl)-2-((tetrahydro-2H-pyran-4-yl)methyl-d2)octahydrocyclopenta[c]pyrrol-5-amine